(4-(1-(5-(2-((5-bromo-2,3-dihydro-1H-inden-2-yl)amino)pyrimidin-5-yl)-1,3,4-oxadiazol-2-yl)azetidin-3-yl)-1H-1,2,3-triazol-1-yl)methyl pivalate C(C(C)(C)C)(=O)OCN1N=NC(=C1)C1CN(C1)C=1OC(=NN1)C=1C=NC(=NC1)NC1CC2=CC=C(C=C2C1)Br